O[C@H](C)[C@@H]1N(CCC1)C(=O)[O-] (R)-2-((R)-1-hydroxyethyl)pyrrolidine-1-carboxylate